C(C)(=O)OC1=C(C=CC(=C1)[N+](=O)[O-])CC(C(=O)O)(C)C 3-(2-acetoxy-4-nitro-phenyl)-2,2-dimethyl-propionic acid